7-((((1r,4r)-4-hydroxy-4-methylcyclohexyl)methyl)amino)-6-nitro-1H-benzo[d]imidazole-4-sulfonamide OC1(CCC(CC1)CNC1=C(C=C(C2=C1NC=N2)S(=O)(=O)N)[N+](=O)[O-])C